NC1=NC(=NC2=CC(=C(C(=C12)C1=NC=CC=C1)OC)OC)N1CC2=CC=CC(=C2CC1)NS(=O)(=O)C 4-amino-6,7-dimethoxy-2-(5-methanesulfonamido-1,2,3,4-tetrahydroisoquinolin-2-yl)-5-(2-pyridyl)quinazoline